C(=O)(OC(C)(C)C)N(N=C(C1=CC=CC=C1)C1=CC=CC=C1)C1=CC=C(C=C1)Cl N-Boc-N-(4-chlorophenyl)benzophenone hydrazone